C(C1=CC=CC=C1)OC1=CC=C(C=C1)N(C(C1=C(C=C(C=C1)OC)F)=O)CC(C)(C)C N-(4-(benzyloxy)phenyl)-2-fluoro-4-methoxy-N-neopentylbenzamide